C(=O)C1=NC2=C(C=CC=C2C=C1)C(=O)O 2-FORMYLQUINOLINE-8-CARBOXYLIC ACID